COC1=CC=C(C=N1)NC(OC[C@@H]1OC2=C(C3=C(N=C(S3)C3=C4N=CC(=NC4=CC(=C3)CO)OC)C(=C2)C)OC1)=O (R)-(2-(7-(hydroxymethyl)-2-methoxyquinoxalin-5-yl)-4-methyl-7,8-dihydro-[1,4]dioxino[2',3':3,4]benzo[1,2-d]thiazol-7-yl)methyl (6-methoxypyridin-3-yl)carbamate